C(C)(C)(C)OC(=O)N1C(=CCCC1)C1=CC=C(C=2C=NNC12)C(=O)OCC ethyl 7-(1-(tert-butoxycarbonyl)-1,4,5,6-tetrahydropyridin-2-yl)-1H-indazole-4-carboxylate